5,7-DIMETHYL-N-(1,2,3,4-TETRAHYDROISOQUINOLIN-6-YL)PYRAZOLO[1,5-a]PYRIMIDINE-3-CARBOXAMIDE CC1=NC=2N(C(=C1)C)N=CC2C(=O)NC=2C=C1CCNCC1=CC2